CC(CNP(=O)(OC1=CC=CC=C1)CC1=CC2=C(SC(=C2)C(=O)OCC=C)C=C1)C(OCCC)=O allyl 5-((((2-methyl-3-oxo-3-propoxypropyl)amino) (phenoxy)phosphoryl) methyl)benzo[b]thiophene-2-carboxylate